O=C1NC(CC[C@H]1N1C(C2=CC=C(C=C2C1)CN[C@H]1C[C@@H]2CN([C@H]1C2)C(=O)OC(C)(C)C)=O)=O |o1:6| Rel-tert-butyl (1S,4S,6S)-6-(((2-(2,6-dioxopiperidin-3-yl)-1-oxoisoindolin-5-yl)methyl)amino)-2-azabicyclo[2.2.1]heptane-2-carboxylate